tert-butyl ((1S,2S)-4-(((S)-(3-chloro-2,6-difluorophenyl)(4-fluorobicyclo[2.2.1]heptan-1-yl)methyl)carbamoyl)-2-hydroxy cyclopentyl)carbamate ClC=1C(=C(C(=CC1)F)[C@H](C12CCC(CC1)(C2)F)NC(=O)C2C[C@@H]([C@H](C2)NC(OC(C)(C)C)=O)O)F